CC1=CC=C(C(=C)C(F)(F)F)C=C1 4-methyl-α-(trifluoromethyl)styrene